C1CCC2=C(C=3CCCC3C=C12)NC(=O)NS(=O)(=O)\C=C\CN(CC(C)(N1CCCC1)C)C (E)-N-((1,2,3,5,6,7-hexahydro-s-indacen-4-yl)carbamoyl)-3-(methyl(2-methyl-2-(pyrrolidin-1-yl)propyl)amino)prop-1-ene-1-sulfonamide